2-ethylbutan-1-one C(C)C(C=O)CC